(S)-6-(2-hydroxy-2-(3-(trifluoromethyl)phenyl)acetyl)-2-(1-phenylcyclopropyl)-5,6,7,8-tetrahydropyrido[4,3-d]pyrimidin-4(3H)-one O[C@H](C(=O)N1CC2=C(N=C(NC2=O)C2(CC2)C2=CC=CC=C2)CC1)C1=CC(=CC=C1)C(F)(F)F